1-(4-phenyl-thiophenyl)-octane C1(=CC=CC=C1)C=1C=C(SC1)CCCCCCCC